C(C1=CC=CC=C1)OC=1C(=C(C(=C(C1)[C@H]1[C@H](O[C@]([C@H]1C)(C(F)(F)F)C)C(=O)OC)OC)F)F methyl (2S,3S,4S,5R)-3-(5-(benzyloxy)-3,4-difluoro-2-methoxyphenyl)-4,5-dimethyl-5-(trifluoromethyl)tetrahydrofuran-2-carboxylate